1-(4-(9-benzyl-6-(1-methyl-cyclopropoxy)-9H-purin-8-yl)-3-chlorophenyl)piperidin-4-amine C(C1=CC=CC=C1)N1C2=NC=NC(=C2N=C1C1=C(C=C(C=C1)N1CCC(CC1)N)Cl)OC1(CC1)C